tert-butyl (7-((4-(N-(3-(3-chloro-10,11-dihydro-5H-dibenzo[b,f]azepin-5-yl)propyl)-N-methylsulfamoyl)phenyl)amino)-7-oxoheptyl)carbamate ClC=1C=CC2=C(N(C3=C(CC2)C=CC=C3)CCCN(S(=O)(=O)C3=CC=C(C=C3)NC(CCCCCCNC(OC(C)(C)C)=O)=O)C)C1